C(C)P(=O)(CC)CC[Si](OCC)(OCC)OCC 2-diethylphosphorylethyl-triethoxysilane